4,4',4''-tri-9-carbazolyltriphenylamine C1=CC=C2C(=C1)C3=CC=CC=C3N2C4=CC=C(C=C4)N(C5=CC=C(C=C5)N6C7=CC=CC=C7C8=CC=CC=C86)C9=CC=C(C=C9)N1C2=CC=CC=C2C2=CC=CC=C21